ethyl 5-amino-2-methyl-pyrazole-3-carboxylate NC=1C=C(N(N1)C)C(=O)OCC